(E)-N-(4-(1-(6-(4-(4-(7-(2-(2,6-dioxopiperidin-3-yl)-1-oxoisoindolin-4-yl)heptyl)piperazin-1-yl)piperidin-1-yl)nicotinoyl)piperidin-4-yl)butyl)-3-(pyridin-3-yl)acrylamide O=C1NC(CCC1N1C(C2=CC=CC(=C2C1)CCCCCCCN1CCN(CC1)C1CCN(CC1)C1=NC=C(C(=O)N2CCC(CC2)CCCCNC(\C=C\C=2C=NC=CC2)=O)C=C1)=O)=O